O.NC1=CC=C2C=C(C=C(C2=C1)S(=O)(=O)O)S(=O)(=O)O 7-amino-1,3-naphthalenedisulfonic acid monohydrate